OCC(C(=O)O)C 3-Hydroxy-2-methylpropanoic acid